diethylaminophenyl-imino-5-pyrazoline C(C)N(CC)C1C(N(N=C1)C1=CC=CC=C1)=N